Methyl 3,5-bis(4-(ethoxycarbonylmethyl)-2,5-dihydroxybenzamido)benzoat C(C)OC(=O)CC1=CC(=C(C(=O)NC=2C=C(C(=O)OC)C=C(C2)NC(C2=C(C=C(C(=C2)O)CC(=O)OCC)O)=O)C=C1O)O